The molecule is a tetrahydroxyanthraquinone that is that is 3,5,6,8-tetrahydroxy-9,10-anthraquinone substituted by two carboxy groups at positions 1 and 2 as well as a 5-(2-amino-2-carboxyethyl)-2-hydroxyphenyl group at position 7. A minor component of LAC dye together with laccaic acids A, B and D It has a role as a dye and an animal metabolite. It is a polyphenol, a tetrahydroxyanthraquinone, a tricarboxylic acid and an alpha-amino acid. C1=CC(=C(C=C1CC(C(=O)O)N)C2=C(C3=C(C(=C2O)O)C(=O)C4=CC(=C(C(=C4C3=O)C(=O)O)C(=O)O)O)O)O